OCCCOC(=O)C=1OC=CC1 furoic acid-3-hydroxypropyl ester